boron-potassium-boron-manganese-boron [B].[Mn].[B].[K].[B]